N-(5-cyclopropylthiazol-2-yl)-2-(1-(4-fluorophenyl)-1H-pyrazol-3-yl)acetamide C1(CC1)C1=CN=C(S1)NC(CC1=NN(C=C1)C1=CC=C(C=C1)F)=O